N-(3-Fluorobenzyl)-1-(1-(naphthalen-1-yl)cyclopropyl)piperidine-4-carboxamide phenyl-(2-(2,2-dimethylpyrrolidin-1-yl)ethyl)carbamate C1(=CC=CC=C1)N(C(O)=O)CCN1C(CCC1)(C)C.FC=1C=C(CNC(=O)C2CCN(CC2)C2(CC2)C2=CC=CC3=CC=CC=C23)C=CC1